1'-(6-amino-5-((2-amino-3-chloropyridin-4-yl)thio)pyrazin-2-yl)-7-methoxy-1,3-dihydrospiro[indene-2,4'-piperidin]-1-amine NC1=C(N=CC(=N1)N1CCC2(CC1)C(C1=C(C=CC=C1C2)OC)N)SC2=C(C(=NC=C2)N)Cl